[Si](C)(C)(C(C)(C)C)O[C@H]1C[C@@H](N(C1)C1=CC2=C(C=N1)C(=C(N2)[C@@H]2[C@H](C2)C2=CC(=CC=C2)Cl)F)C=2N=C1N(C=C(C=C1)C1CC1)C2 |o1:22,23| 2-((2R,4S)-4-((tert-butyldimethylsilyl)oxy)-1-(2-((1S*,2S*)-2-(3-chlorophenyl)cyclopropyl)-3-fluoro-1H-pyrrolo[3,2-c]pyridin-6-yl)pyrrolidin-2-yl)-6-cyclopropylimidazo[1,2-a]pyridine